N-(3-(4-chlorophenyl)propyl)-2-ethyl-6-methylthieno[2,3-d]pyrimidin-4-amine ClC1=CC=C(C=C1)CCCNC=1C2=C(N=C(N1)CC)SC(=C2)C